1-(2-Chloro-3-(4-(2-((1-(methylsulfonyl)piperidin-4-yl)amino)-5-(trifluoromethyl)pyrimidin-4-yl)-1H-imidazol-1-yl)phenethyl)-3-methylazetidin-3-ol ClC1=C(CCN2CC(C2)(O)C)C=CC=C1N1C=NC(=C1)C1=NC(=NC=C1C(F)(F)F)NC1CCN(CC1)S(=O)(=O)C